tert-butyl (4aR,6S,8aS)-6-hydroxyoctahydroisoquinoline-2(1H)-carboxylate O[C@@H]1C[C@H]2CCN(C[C@H]2CC1)C(=O)OC(C)(C)C